sodium 5-oxophenothiazine O=S1C=2C=CC=CC2NC2=CC=CC=C12.[Na]